N1CC(C1)CN1CCN(CC1)C=1C=C2CN(CC2=CC1)C1C(NC(CC1)=O)=O 5-(4-(azetidin-3-ylmethyl)piperazin-1-yl)-2-(2,6-dioxopiperidin-3-yl)isoindoline